2,4-ditert-butyl-phenol C(C)(C)(C)C1=C(C=CC(=C1)C(C)(C)C)O